3,3,3-trifluoro-2-(trifluoromethyl)propionitrile FC(C(C#N)C(F)(F)F)(F)F